FC(C1C2CC(CC12)CC(=O)N)(F)F ((3r,6r)-6-(trifluoromethyl)bicyclo[3.1.0]hexan-3-yl)acetamide